[Br-].C(CCCCCCCCCCC)[N+]1(C(CCCC1)CCN1C2=CC=CC=C2SC=2C=CC(=CC12)SC)C 1-dodecyl-1-methyl-2-(2-(2-(methylthio)-10H-phenothiazin-10-yl)ethyl)piperidin-1-ium bromide